4-((5s,7s)-2,2-difluoro-8-((5-methoxy-7-methyl-1H-indol-4-yl)methyl)-8-azaspiro[4.5]dec-7-yl)benzoic acid FC1(C[C@]2(CC1)C[C@H](N(CC2)CC2=C1C=CNC1=C(C=C2OC)C)C2=CC=C(C(=O)O)C=C2)F